2-[2-(4-benzo[d]isothiazol-3-yl-piperazin-1-yl)-ethyl]-6-methyl-3,4-dihydro-2H-pyrrolo[1,2-a]pyrazin-1-one S1N=C(C2=C1C=CC=C2)N2CCN(CC2)CCN2C(C=1N(CC2)C(=CC1)C)=O